C(C)SC1=NC2=CC=CC=C2C(=C1C(C)=O)NC1=CC=C(C=C1)OC 2-ethylthio-3-acetyl-4-(4-methoxyphenyl)aminoquinoline